O-Benzotriazol-1-yl-N,N,N',N'-tetra-methyluronium tetrafluoroborate F[B-](F)(F)F.N1(N=NC2=C1C=CC=C2)OC(=[N+](C)C)N(C)C